2-(di(2-thienyl)phosphonomethyl)-phenol S1C(=CC=C1)OP(=O)(OC=1SC=CC1)CC1=C(C=CC=C1)O